NCCN1CCC(CC1)C1=CC=C(C=C1)C=1N=C2N(C(=CN=C2N)C=2C=C(C=CC2)C)C1 (4-(1-(2-aminoethyl)piperidin-4-yl)phenyl)-5-(m-tolyl)imidazo[1,2-a]pyrazin-8-amine